NC1=NC=2C=CC(=CC2C2=C1C=NN2C)C(=O)N(N(C)C(=O)C2CC2)CC2=C(C(=C(C=C2)Cl)F)OC 4-amino-N-(4-chloro-3-fluoro-2-methoxybenzyl)-N'-(cyclopropanecarbonyl)-N',1-dimethyl-1H-pyrazolo[4,3-c]quinoline-8-carbohydrazide